C(C1=CC=CC=C1)OC1=CC(=C(C=C1)NC1=C(C(=O)NCC2CCCCC2)C=CC=C1)C1CC1 2-{[4-(Benzyloxy)-2-cyclopropylphenyl]amino}-N-(cyclohexylmethyl)benzamide